N(=[N+]=[N-])C(C(=O)C=1C=C(C=CC1)C)F 2-azido-2-fluoro-1-(m-tolyl)ethan-1-one